para-methoxystyryl-triazine COC1=NN=NC=C1C=CC1=CC=CC=C1